(R)-5-((4-(tert-butoxycarbonyl)morpholin-2-yl)methoxy)-3-(5-ethylthiazol-2-yl)-2-fluorobenzene C(C)(C)(C)OC(=O)N1C[C@@H](OCC1)COC=1C=C(C(=CC1)F)C=1SC(=CN1)CC